C(C)(C)(C)NCC tertiary butyl-ethylamine